(R)-4-(4-((4-(((tert-butyldimethylsilyl)oxy)methyl)-4'-chloro-4-methyl-3,4,5,6-tetrahydro-[1,1'-biphenyl]-2-yl)methyl)piperazin-1-yl)benzoic acid [Si](C)(C)(C(C)(C)C)OC[C@]1(CC(=C(CC1)C1=CC=C(C=C1)Cl)CN1CCN(CC1)C1=CC=C(C(=O)O)C=C1)C